IC1=C(C=NC(=C1)N1CCOCC1)NC(OC(C)(C)C)=O tert-butyl (4-iodo-6-morpholinopyridin-3-yl)carbamate